N-((R)-1-(4-(difluoromethoxy)phenyl)-2,2,2-trifluoroethyl)-2-methylpropane-2-sulfinamide FC(OC1=CC=C(C=C1)[C@H](C(F)(F)F)NS(=O)C(C)(C)C)F